N1CCC(CC1)O[C@H]1C[C@@H](CC1)OC1CCNCC1 4-[(1R,3R)-3-(4-piperidyloxy)cyclopentoxy]piperidine